3-(3-chlorophenyl)-N-[1-(pyridin-4-yl)-1H-pyrazol-4-yl]propanamide ClC=1C=C(C=CC1)CCC(=O)NC=1C=NN(C1)C1=CC=NC=C1